Cl.ClC1=CC(=NC=C1)[C@H](CC=C)N (S)-1-(4-chloropyridin-2-yl)but-3-en-1-amine hydrochloride